COC=1C=C(C(=C(C1O)O)C)C1=NC2=C(N1C1(CCC1)C)C=CC=C2 6-methoxy-3-methyl-4-(1-(1-methylcyclobutyl)-1H-benzo[d]imidazol-2-yl)benzene-1,2-diol